(6-(trifluoromethyl)pyridin-3-yl)-N-(2-oxo-2,3-dihydro-1H-benzo[d]imidazol-4-yl)propanamide FC(C1=CC=C(C=N1)C(C(=O)NC1=CC=CC=2NC(NC21)=O)C)(F)F